N-benzyl-N-methyl-3,4-dinitroaniline C(C1=CC=CC=C1)N(C1=CC(=C(C=C1)[N+](=O)[O-])[N+](=O)[O-])C